2-(5-(8-methoxy-[1,2,4]triazolo[1,5-a]pyridin-6-yl)-4-(2,2,2-trifluoroethyl)-1H-pyrazol-3-yl)-5-(4-(3-methoxyazetidin-1-yl)cyclohexyl)thiazole COC=1C=2N(C=C(C1)C1=C(C(=NN1)C=1SC(=CN1)C1CCC(CC1)N1CC(C1)OC)CC(F)(F)F)N=CN2